naphthol propanesulfonate C(CC)S(=O)(=O)OC1=CC=CC2=CC=CC=C12